2-(methylsulfanyl)-7H-pyrrolo[2,3-d]pyrimidine-6-carbonitrile CSC=1N=CC2=C(N1)NC(=C2)C#N